O=C(C(=O)NC=1C2=C(C=NC1)C=NN2COCC[Si](C)(C)C)N2[C@H](CC[C@@H](C2)C)C2=CC1=CN(N=C1C=C2)[C@@H]2CC(N(CC2)C)(C)C |o1:38| 2-oxo-2-[(2R,5S)-5-methyl-2-[2-[rel-(4S)-1,2,2-trimethyl-4-piperidyl]indazol-5-yl]-1-piperidyl]-N-[1-(2-trimethylsilylethoxymethyl)pyrazolo[4,3-c]pyridin-7-yl]acetamide